BrC1=CC(=C2CCN(CC2=C1)C)C 7-Bromo-2,5-dimethyl-1,2,3,4-tetrahydroisoquinoline